3-oxo-N-(prop-2-en-1-yl)-2,8-diazaspiro[4.5]decane-8-carboxamide O=C1NCC2(C1)CCN(CC2)C(=O)NCC=C